C(C=C)(=O)OC1=CC(=C(C=C1)C1=NC(=NC(=N1)C1=CC=C(C=C1)Cl)C1=C(C=C(C=C1)C)C)O.C(CCCCCCC)O[Si](CCCNCCN)(OCCCCCCCC)OCCCCCCCC N-[3-[tris(octyloxy) silyl] propyl] ethylenediamine 4-(4-(4-chlorophenyl)-6-(2,4-dimethylphenyl)-1,3,5-triazin-2-yl)-3-hydroxyphenyl acrylate